3-FLUORo-PYRROLIDIN-1-SULFONAMID FC1CN(CC1)S(=O)(=O)N